CC1(OB(OC1(C)C)C1=CC(=CC=C1)C1OC2=C(C1)C=C(C=C2)C(F)(F)F)C 4,4,5,5-tetramethyl-2-{m-[5-(trifluoromethyl)-2,3-dihydro-1-benzofuran-2-yl]phenyl}-1,3,2-dioxaborolane